[Br-].C[N+](CCCCCCCCCCCC)(CCCCCCCCCCCC)C dimethyl-di(dodecyl)ammonium bromide